5-((3S,4R)-3-(cyclopropylamino)-4-methylpyrrolidin-1-yl)-N-(8-fluoro-2-methylimidazo[1,2-a]pyridin-6-yl)pyrazine-2-carboxamide tert-Butyl-N-[(3S,4R)-4-methylpyrrolidin-3-yl]carbamate C(C)(C)(C)OC(N[C@@H]1CNC[C@H]1C)=O.C1(CC1)N[C@@H]1CN(C[C@H]1C)C=1N=CC(=NC1)C(=O)NC=1C=C(C=2N(C1)C=C(N2)C)F